C(C1=CC=CC=C1)C=1NC=C(N1)C1=CC(=C(C(=C1)Cl)Cl)Cl 2-benzyl-4-(3,4,5-trichlorophenyl)imidazole